FC=1C=C(OC2=C3CCC(C3=C(C=C2)S(=O)(=O)C)C#N)C=C(C1)F 4-(3,5-difluorophenoxy)-7-methylsulfonyl-indane-1-carbonitrile